NC1=C2C(=C3C(=N1)C=C(N3COCC[Si](C)(C)C)C(=O)N(CC)C3COCC1=CC(=CC(=C31)F)F)COC2 5-amino-N-(5,7-difluoroisochroman-4-yl)-N-ethyl-1-((2-(trimethylsilyl)ethoxy)methyl)-6,8-dihydro-1H-furo[3,4-d]pyrrolo[3,2-b]pyridine-2-carboxamide